FC=1C=C(C=NC1)OC1=CC(=NC=C1)C(=O)N[C@@H]1C(N(C2=C(OC1)C=CC(=C2)C#CC2COC2)C)=O (S)-4-((5-fluoropyridin-3-yl)oxy)-N-(5-methyl-7-(oxetan-3-ylethynyl)-4-oxo-2,3,4,5-tetrahydrobenzo[b][1,4]oxazepin-3-yl)pyridineamide